ClC1=CC=2N(C=C1)C(=C(N2)C2=C(C=C(C=C2)C(=O)N2CCCC2)F)C[C@H]2CN(CCO2)C(=O)OC methyl (S)-2-((7-chloro-2-(2-fluoro-4-(pyrrolidine-1-carbonyl)-phenyl)imidazo[1,2-a]pyridin-3-yl)methyl)morpholine-4-carboxylate